C1(=CC=CC=C1)C1N(CCC1)C1CC2(C1)CCN(CC2)C2=CC=C(C(=O)N)C=C2 4-(2-(2-phenylpyrrolidin-1-yl)-7-azaspiro[3.5]nonan-7-yl)benzamide